N-cetyl-pyridinium chloride [Cl-].C(CCCCCCCCCCCCCCC)[N+]1=CC=CC=C1